Methyl 5-chloro-3-hydroxythiophene-2-carboxylate ClC1=CC(=C(S1)C(=O)OC)O